OC1(CC2(CN(C2)C(=O)OC(C)(C)C)CC1)C1=CC=C(C=C1)C(C)C tert-Butyl 6-hydroxy-6-(4-isopropylphenyl)-2-azaspiro[3.4]octane-2-carboxylate